C(C)(C)(C)OC(=O)N1CC(C1)C(=O)O.C(C)(C)(C)OC(=O)N1CC(C1)C(=O)O.IC1=C(C(=C(C=C1)C)C)C iodotrimethylbenzene bis(1-(tert-butoxycarbonyl) azetidine-3-carboxylate)